5-chloro-N-((1r,4r)-4-((3-(3-methylpyridin-4-yl)-2-oxo-2,3-dihydro-1H-benzo[d]imidazol-1-yl)methyl)cyclohexyl)-2-(trifluoromethyl)nicotinamide ClC=1C=NC(=C(C(=O)NC2CCC(CC2)CN2C(N(C3=C2C=CC=C3)C3=C(C=NC=C3)C)=O)C1)C(F)(F)F